8-(1-(2,2-difluoroethyl)-1H-pyrazolo[3,4-b]pyrazin-6-yl)-2-(5-fluoro-6-(trifluoromethyl)pyrazin-2-yl)-2,8-diazaspiro[4.5]decane FC(CN1N=CC=2C1=NC(=CN2)N2CCC1(CCN(C1)C1=NC(=C(N=C1)F)C(F)(F)F)CC2)F